3,6-dipyridyl-4-bromo-1-cyclohexene N1=C(C=CC=C1)C1C=CC(CC1Br)C1=NC=CC=C1